methyl (R)-5-(5-bromo-4-chloropyridin-3-yl)-2-((tert-butoxycarbonyl)amino)-5-oxopentanoate BrC=1C(=C(C=NC1)C(CC[C@H](C(=O)OC)NC(=O)OC(C)(C)C)=O)Cl